1-bromo-4-(1-fluorocyclopropyl)benzene BrC1=CC=C(C=C1)C1(CC1)F